ClC1=CC=C2C(=N1)N=C(N2)CN2N=C1C=CC=C(C1=C2)C2=C(C=C(C=C2)OC)Cl 2-({5-chloro-1H-imidazo[4,5-b]pyridin-2-yl}methyl)-4-(2-chloro-4-methoxyphenyl)-2H-indazole